7-fluoro-3-(2-phenoxyethyl)-3,4-dihydroquinazolin FC1=CC=C2CN(C=NC2=C1)CCOC1=CC=CC=C1